OCCCN1CCN(CC1)CCNC(OC(C)(C)C)=O tert-butyl N-[2-[4-(3-hydroxypropyl)piperazin-1-yl]ethyl]carbamate